3-fluoro-5-((1-methylpyrrolidin-3-yl)oxy)-4-nitrobenzoic acid methyl ester COC(C1=CC(=C(C(=C1)OC1CN(CC1)C)[N+](=O)[O-])F)=O